COC1=CC=C(C=N1)C1COC2=C(O1)C=CC(=C2)CC(C#N)=CNC2=CC=CC=C2 2-((2-(6-methoxypyridin-3-yl)-2,3-dihydrobenzo[b][1,4]dioxin-6-yl)methyl)-3-(phenylamino)acrylonitrile